N-Methyl-2-(4-(3-(4-(piperazin-1-yl)-3-(trifluoromethyl)phenyl)ureido)phenyl)-1,5-naphthyridine-4-carboxamide CNC(=O)C1=CC(=NC2=CC=CN=C12)C1=CC=C(C=C1)NC(=O)NC1=CC(=C(C=C1)N1CCNCC1)C(F)(F)F